methyl 4-(difluoromethyl)-1,3-dimethylpiperidine-3-carboxylate FC(C1C(CN(CC1)C)(C(=O)OC)C)F